BrC=1C(=C(C=CC1)C1(CC1)N)C 1-(3-Bromo-2-methylphenyl)cyclopropanamine